C12(CC3CC(CC(C1)C3)C2)C2=CC=C(OC[C@H](CN3CCN(CC3)C)O)C=C2 (2S)-1-[4-(adamantan-1-yl)phenoxy]-3-(4-methylpiperazin-1-yl)propan-2-ol